2,5-dimethylphenylbiguanide CC1=C(C=C(C=C1)C)NC(=N)NC(=N)N